CN1CCC(CC1)OC(=O)N1CCN(CC1)C=1C=NN2C1C=CC(=C2)C=2C=NN(C2)C.NC2=CC=C(C=C2)CCCCCCC2=CC=C(C=C2)N 1,6-bis(4-aminophenyl)hexane 1-methylpiperidin-4-yl-4-[6-(1-methyl-1H-pyrazol-4-yl)pyrazolo[1,5-a]pyridin-3-yl]piperazine-1-carboxylate